5-(3H-benzo[e]indole-2-carbonyl)-2-benzyloxy-benzoic acid C1=C(NC=2C=CC3=C(C12)C=CC=C3)C(=O)C=3C=CC(=C(C(=O)O)C3)OCC3=CC=CC=C3